FC=1C=C2C(C=C(N(C2=CC1)C1(CN(CCC1)C(=O)OC(C)(C)C)C)C)=C=O tert-butyl 3-(6-fluoro-2-methyl-4-carbonylquinolin-1(4H)-yl)-3-methylpiperidine-1-carboxylate